aminophosphine iridium [Ir].NP